C1(=C(C(=CC=C1)C=CC(=O)[O-])C=CC(=O)[O-])C=CC(=O)[O-] 1,2,3-benzenetrisacrylate